C1(CC1)NC1CCN(CC1)C1=C2C=NC(=NC2=C(C=C1)C(=O)NC=1C=C(C=2N(C1)C=C(N2)C)F)OC 5-[4-(cyclopropylamino)piperidin-1-yl]-N-{8-fluoro-2-methylimidazo[1,2-a]pyridin-6-yl}-2-methoxyquinazoline-8-carboxamide